C(C)(C)(C)OC(=O)N1CCC(CC1)[Zn]I {1-[(tert-butoxy)carbonyl]piperidin-4-yl}(iodo)zinc